ClC=1C=C2C=C(NC2=CC1)CNC(N(C)[C@H]1CN(CCC1)C(=O)C1=CC(=NN1C)C)=O (R)-3-((5-chloro-1H-indol-2-yl)methyl)-1-(1-(1,3-dimethyl-1H-pyrazole-5-carbonyl)piperidin-3-yl)-1-methylurea